FC1=C(N=CC=2C(N3C(COC21)CNCC3)=O)C3=C(C=CC=C3O)F 4-fluoro-3-(2-fluoro-6-hydroxyphenyl)-6,6a,7,8,9,10-hexahydro-12H-pyrazino[2,1-c]pyrido[3,4-f][1,4]oxazepin-12-one